C1(CCCCC1)CN1CCN(CC1)C=1C=C2C(C(N(C(C2=CC1)=O)CC1=NC=C(C=C1)C=1OC(=NN1)C(F)F)=O)(C)C 6-(4-(cyclohexylmethyl)piperazine-1-yl)-2-((5-(5-(difluoromethyl)-1,3,4-oxadiazole-2-yl)pyridine-2-yl)methyl)-4,4-dimethylisoquinoline-1,3(2H,4H)-dione